C1(=CC=CC=C1)S(=O)(=O)NC(CC1=CC(=CC=C1)C#N)C=1SC2=C(N1)C=CC(=C2)OCC2CN(C2)C(=O)OC(C)(C)C tert-butyl 3-[[2-[1-(benzenesulfonamido)-2-(3-cyanophenyl)ethyl]-1,3-benzothiazol-6-yl]oxymethyl]azetidine-1-carboxylate